C(C=C)(=O)[O-].C(C=C)(=O)N.[Na+] sodium acrylamide acrylate